(R)-1-(3-((2-((1-(tert-butyl)-1H-pyrazol-4-yl)amino)-5-chloro-7H-pyrrolo[2,3-d]pyrimidin-4-yl)amino)piperidin-1-yl)prop-2-en-1-one C(C)(C)(C)N1N=CC(=C1)NC=1N=C(C2=C(N1)NC=C2Cl)N[C@H]2CN(CCC2)C(C=C)=O